7-hydroxy-2-methyl-8-(5-methyl-2-(prop-1-en-2-yl)phenyl)-5-pentyl-2-(4-(trifluoromethyl)phenyl)-4H-benzo[d][1,3]dioxin-4-one OC=1C=C(C2=C(OC(OC2=O)(C2=CC=C(C=C2)C(F)(F)F)C)C1C1=C(C=CC(=C1)C)C(=C)C)CCCCC